5-(3'-Methyl-2'-oxo-2',3'-dihydrospiro[cyclobutane-1,1'-pyrrolo[2,3-c]quinolin]-8'-yl)-2-(3-morpholinopropoxy)pyridin CN1C(C2(C3=C1C=NC=1C=CC(=CC31)C=3C=CC(=NC3)OCCCN3CCOCC3)CCC2)=O